C(=O)(O)C1=CC=C(C=C)C=C1 p-carboxyl-styrene